4-(trifluoromethyl)phenyl-1H-benzoimidazol-2-amine FC(C1=CC=C(C=C1)N1C(=NC2=C1C=CC=C2)N)(F)F